2-[4-[(6-oxo-3-pyrazol-1-ylpyridazin-1-yl)methyl]piperidin-1-yl]pyrido[1,2-a]pyrimidin-4-one O=C1C=CC(=NN1CC1CCN(CC1)C=1N=C2N(C(C1)=O)C=CC=C2)N2N=CC=C2